N1N=NN=C1C1=CC=2C(=NOC2C=2C=C(OC3CCN(CC3)C(=O)OC(C)(C)C)C=CC2)C=C1 tert-butyl 4-(3-(5-(1H-tetrazol-5-yl)benzo[c]isoxazol-3-yl)phenoxy)piperidine-1-carboxylate